BrC=1C(=C2C(N(C=NC2=CC1)C)=O)C 6-bromo-3,5-dimethylquinazolin-4(3H)-one